[3-[6-[(3S)-3-(trifluoromethyl)pyrrolidin-1-yl]-3-pyridinyl]azetidin-1-yl]methanone Tert-butyl-(R)-2-hydroxy-3-(7-methyl-1H-indazol-5-yl)propanoate C(C)(C)(C)OC([C@@H](CC=1C=C2C=NNC2=C(C1)C)O)=O.FC([C@@H]1CN(CC1)C1=CC=C(C=N1)C1CN(C1)C=O)(F)F